(S)-β-amino-4-(4-fluorophenyl)butyric acid N[C@H](CC(=O)O)CC1=CC=C(C=C1)F